C(=O)(O)CCOCCOCCNS(=O)(=O)NC(=O)OCCN(C(CCOCCNC(OCC1C2=CC=CC=C2C=2C=CC=CC12)=O)=O)CCOCCOCCOCCC(=O)O 11-(2-(((N-(2-(2-(2-carboxyethoxy)ethoxy)ethyl)sulfamoyl)carbamoyl)oxy)ethyl)-1-(9H-fluoren-9-yl)-3,10-dioxo-2,7,14,17,20-pentaoxa-4,11-diazatricosan-23-oic acid